(2R)-2-(3,4-dimethoxyphenyl)-5-[2-(3-methoxyphenyl)ethyl-methylamino]-2-propan-2-ylpentanenitrile COC=1C=C(C=CC1OC)[C@@](C#N)(CCCN(C)CCC1=CC(=CC=C1)OC)C(C)C